acetoacetoxyethyl methacrylate methyl-methacrylate COC(C(=C)C)=O.C(C(=C)C)(=O)OCCOC(CC(=O)C)=O